ClC1=CC=C(C(=N1)C1=NNC(=N1)C(F)(F)F)N[C@H](C)C=1C=2N=C3C(=NC2C=C(C1)F)OC[C@H]1N3CCOC1 6-chloro-N-((R)-1-((S)-9-fluoro-1,2,4a,5-tetrahydro-4H-[1,4]oxazino[4',3':4,5][1,4]oxazino[2,3-b]quinoxalin-11-yl)ethyl)-2-(5-(trifluoromethyl)-1H-1,2,4-triazol-3-yl)pyridin-3-amine